C(C1=CC=CC=C1)(=O)N1CCC(CC1)C(=O)NC=1N=CC2=CC=C(C=C2C1)C=1N=NN(C1)C 1-benzoyl-N-(6-(1-methyl-1H-1,2,3-triazol-4-yl)isoquinolin-3-yl)piperidine-4-carboxamide